CC(CC)(CC)O.[Zr] zirconium 3-methyl-3-pentanol